N-(Benzo[d][1,3]dioxol-5-yl)-2,2-difluoro-4-phenylbutanamide O1COC2=C1C=CC(=C2)NC(C(CCC2=CC=CC=C2)(F)F)=O